1-[9-(4-methoxybenzyl)-2-(6-methylpyridin-2-yl)-9H-purin-6-yl]-1H-pyrrolo[3,2-c]pyridin-4-amine COC1=CC=C(CN2C3=NC(=NC(=C3N=C2)N2C=CC=3C(=NC=CC32)N)C3=NC(=CC=C3)C)C=C1